barium-barium [Ba].[Ba]